S1C2=C(C=C1[C@]13CNC[C@@H]3C1)C=CC=C2 (1R,5R)-1-(benzo[b]thiophen-2-yl)-3-azabicyclo[3.1.0]hexane